chloromethyl-butyne ClCC#CCC